9-fluoro-2-(3-methoxyphenyl)[1,2,4]triazolo[1,5-c]quinazolin FC1=CC=2C=3N(C=NC2C=C1)N=C(N3)C3=CC(=CC=C3)OC